C(C1=CC=CC=C1)OC(=O)N[C@@]1(CN(CC=CC1)C(=O)OC(C)(C)C)C |r| tert-butyl (S)- and (R)-3-(((benzyloxy)carbonyl)amino)-3-methyl-2,3,4,7-tetrahydro-1H-azepine-1-carboxylate